N-(5-ethynyl-6-fluoro-4-(8-fluoro-2-(((2R,7aS)-2-fluorotetrahydro-1H-pyrrolizin-7a(5H)-yl)methoxy)-5-((S)-2-methylazetidin-1-yl)pyrido[4,3-d]pyrimidin-7-yl)naphthalen-2-yl)acetamide C(#C)C1=C2C(=CC(=CC2=CC=C1F)NC(C)=O)C1=C(C=2N=C(N=CC2C(=N1)N1[C@H](CC1)C)OC[C@]12CCCN2C[C@@H](C1)F)F